C(C#C)N(C(O)=O)C1=C2C(N(C(=NC2=CC=C1)C)C1C(NC(CC1)=O)=O)=O.FC1CO[C@@H](C2=CC=C(C=C12)F)[C@H]1NCC1 (2S)-2-((1S)-4,6-Difluoroisochroman-1-yl)azetidine prop-2-yn-1-yl-(3-(2,6-dioxopiperidin-3-yl)-2-methyl-4-oxo-3,4-dihydroquinazolin-5-yl)carbamate